COC1=NC(=CC(=N1)C1NCCC2=C1N=C(O2)C)C2=NNC1=CC(=C(C=C21)OC2(CC2)C)C (2-methoxy-6-(6-methyl-5-(1-methylcyclopropoxy)-1H-indazol-3-yl)pyrimidin-4-yl)-2-methyl-4,5,6,7-tetrahydrooxazolo[4,5-c]pyridine